COC1=C(C=CC=C1)C1=NN=C2N1C1=CC=CC=C1C(=N2)N(C2=CC=CC=C2)C (2-methoxyphenyl)-N-methyl-N-phenyl-[1,2,4]triazolo[4,3-a]quinazolin-5-amine